C(C(C)C)NC(=O)C1CN(C1)CC1=CC2=CC=C(C=C2C[C@@H]1C)OCCCC(F)(F)F (S)-N-isobutyl-1-((3-methyl-6-(4,4,4-trifluorobutoxy)-3,4-dihydronaphthalen-2-yl)methyl)azetidine-3-carboxamide